C1(CC1)C(=O)NC1=NC=C(C(=O)O)C(=C1)NC1=CC=C2C=CN(C2=C1OC)CC 6-(Cyclopropanecarboxamido)-4-((1-ethyl-7-methoxy-1H-indol-6-yl)amino)nicotinic acid